rac-5-(1-(methylamino)ethyl)-1,7-naphthyridin-8(7H)-one CN[C@H](C)C=1C=2C=CC=NC2C(NC1)=O |r|